FC=1C=C(C=C2C(N(CC12)[C@@H](C(NC=1SC=CN1)=O)C1=C2N(C=N1)CCC2)=O)C#CC=2C=CC(=NC2)C(=O)NC2CCNCC2 |r| 5-[2-[7-fluoro-3-oxo-2-[(1RS)-1-(6,7-dihydro-5H-pyrrolo[1,2-c]imidazol-1-yl)-2-oxo-2-(thiazol-2-ylamino)ethyl]isoindol-5-yl]ethynyl]-N-(4-piperidinyl)pyridine-2-carboxamide